NC1=C(C=CC(=N1)NC(=O)C1=CC=NN1C)C1=C(C=CC(=C1)OC)Cl N-(6-amino-5-(2-chloro-5-methoxyphenyl)pyridin-2-yl)-1-methyl-1H-pyrazole-5-carboxamide